ClC(C)C(CCCCC(C(C)Cl)Cl)Cl 2,3,8,9-tetrachlorodecane